ClC1=NC(=NC=C1C(F)(F)F)NC1=C(C=C(C=C1)N1[C@@H]2CN([C@H](C1)C2)C(C(F)(F)F)=O)C2CC2 1-((1S,4S)-5-(4-((4-chloro-5-(trifluoromethyl)pyrimidin-2-yl)amino)-3-cyclopropylphenyl)-2,5-diazabicyclo[2.2.1]heptan-2-yl)-2,2,2-trifluoroethan-1-one